6-(4-(3-Chlorophenyl)-2-ethyl-1H-imidazol-5-yl)benzo[d]thiazole ClC=1C=C(C=CC1)C=1N=C(NC1C1=CC2=C(N=CS2)C=C1)CC